COC(=O)C1=C(C2=CC=CC(=C2C=C1)Br)F.O=C1NC(CCC1N1C(C2=CC=C(C=C2C1=O)N(C)[C@H]1[C@@H](CC2=CC=CC=C12)NCC)=O)=O 2-(2,6-Dioxopiperidin-3-yl)-5-(((1R,2R)-2-(ethylamino)-2,3-dihydro-1H-inden-1-yl)(methyl)amino)isoindolin-1,3-dion methyl-5-bromo-1-fluoro-2-naphthoate